NC1=C2C(=C(N=N1)OC(C)C)N(C(=N2)CCCC)CC2=CC=C(CNCCC(=O)OC(C)(C)C)C=C2 tert-butyl 3-((4-((4-amino-2-butyl-7-isopropoxy-1H-imidazo[4,5-d]pyridazin-1-yl)methyl)benzyl)amino)propanoate